COCCOC1=CC(N(C(=C1)C)C=1SC=C(N1)CC(=O)NCC(=O)OCC)=O ethyl (2-(2-(4-(2-methoxyethoxy)-6-methyl-2-oxopyridin-1(2H)-yl)thiazol-4-yl)acetyl)glycinate